N1(CCNCC1)C(=O)C=1C=C(C=CC1)C1=CC=C2CC(NC2=C1)=O 6-(3-(piperazine-1-carbonyl)phenyl)indolin-2-one